5-[4-[(3S)-1-(3-fluoropropyl)pyrrolidin-3-yl]oxyphenyl]-6-(2-methoxy-pyrimidin-5-yl)-8,9-dihydro-7H-benzo[7]annulen-2-ol FCCCN1C[C@H](CC1)OC1=CC=C(C=C1)C1=C(CCCC2=C1C=CC(=C2)O)C=2C=NC(=NC2)OC